COCCC(CCC)SC(CC=O)(CCC=C(C)C)C 3-[1-(2-Methoxyethyl)butylsulfanyl]-3,7-dimethyl-oct-6-enal